(2,4-diphenyl-quinazolin-6-yl)boric acid C1(=CC=CC=C1)C1=NC2=CC=C(C=C2C(=N1)C1=CC=CC=C1)OB(O)O